C(C)(C)(C)C([SiH](C)Cl)C(C)(C)C Di-tert-butyldimethylsilyl chloride